N-(4-((2-(2-fluoropropan-2-yl)pyridin-4-yl)amino)-5-(5-fluoropyrimidin-2-yl)pyridin-2-yl)acetamide FC(C)(C)C1=NC=CC(=C1)NC1=CC(=NC=C1C1=NC=C(C=N1)F)NC(C)=O